2-(4-methoxyphenyl)-4-phenyl-1H-pyrrole COC1=CC=C(C=C1)C=1NC=C(C1)C1=CC=CC=C1